2-[4-(2-amino-6-chloro-1-methyl-benzimidazol-4-yl)-2-methyl-pyrazol-3-yl]benzonitrile NC1=NC2=C(N1C)C=C(C=C2C2=C(N(N=C2)C)C2=C(C#N)C=CC=C2)Cl